BrC=1C(=CC(=NC1)N)OC(C)C1CC1 5-bromo-4-(1-cyclopropylethoxy)pyridin-2-amine